C(C1=CC=CC=C1)NC(C(N)CC1=C(C=CC=C1)C=1SC(=CC1)C(C)NC1=NC(=NC2=CC(=C(C=C12)OC)OC)C)=O N-benzyl-2-[2-(5-{1-[(6,7-dimethoxy-2-methylquinazolin-4-yl)amino]ethyl}thiophen-2-yl)benzyl]glycinamide